5H-[1,4]thiazino[2,3,4-ij]quinazolin-5-one S1C=CN2C(N=CC3=CC=CC1=C23)=O